C1(CCCCC1)C(=O)C1CCCCC1 dicyclohexylmethaneOne